CC(C)[NH+](C(C)C)C(C)C tri-2-propylammonium